3-(3-(4-chloro-phenyl)-5-(4-fluoro-phenyl)-4,5-dihydro-1H-pyrazole-1-carbonyl)-7-(2-cyanoselenoethoxy)-dihydro-benzopyran-2-one ClC1=CC=C(C=C1)C1=NN(C(C1)C1=CC=C(C=C1)F)C(=O)C1C(OC2=C(C1)C=CC(=C2)OCC[Se]C#N)=O